O1CCN(CC1)C=1N=C(C2=C(N1)N(CC2)C2=CC=CC=C2)C2CN(CC2)C(C)=O 1-(3-(2-morpholino-7-phenyl-6,7-dihydro-5H-pyrrolo[2,3-d]pyrimidin-4-yl)pyrrolidin-1-yl)ethanone